FC(C(=O)O)(F)F.BrC=1C=C2CN(C(C2=CC1)=O)CC=O 2-(5-bromo-1-oxoisoindolin-2-yl)acetaldehyde trifluoroacetic acid salt